C(CCCC)C1CCC(CC1)C1=CC=C(OCCO)C=C1 2-(4-(4-amyl-cyclohexyl)phenoxy)ethan-1-ol